CC1C(N(CCO1)C=1SC=CC1)=O methylthiophenyl-morpholone